OCC1(CN(C(O1)=S)C)C 5-(hydroxymethyl)-3,5-dimethyloxazolidine-2-thione